CC=1NC2=CC=CC=C2C1C1=NC=C(C2=C1CNC2=O)NC2=NC=C(C=C2)N2CCN(CC2)C 4-(2-methyl-1H-indol-3-yl)-7-[[5-(4-methylpiperazin-1-yl)-2-pyridyl]amino]-2,3-dihydropyrrolo[3,4-c]pyridin-1-one